N1(N=CC=C1)C(C(=O)N)C (1H-pyrazol-1-yl)propanamide